COC1=C(C=CC(=C1)CC)OC(CC1=CC=C(C=C1)CC)=O 2-(4-ethylphenyl)acetic acid 2-methoxy-4-ethylphenyl ester